(-)-8-((1R,2S,3R)-3-hydroxy-2-methylcyclopentyl)-6-(difluoromethyl-d)-2-((1-(methylsulfonyl)piperidin-4-yl-4-d)-amino)pyrido[2,3-d]pyrimidin-7(8H)-one O[C@H]1[C@H]([C@@H](CC1)N1C(C(=CC2=C1N=C(N=C2)NC2(CCN(CC2)S(=O)(=O)C)[2H])C([2H])(F)F)=O)C